2-[[(9S)-7-(4-chlorophenyl)-4,5,13-trimethyl-3-thia-1,8,11,12-tetrazatricyclo[8.3.0.02,6]trideca-2(6),4,7,10,12-pentaen-9-yl]methyl]oxazole ClC1=CC=C(C=C1)C=1C=2C(=C(SC2N2C(=NN=C2[C@@H](N1)CC=1OC=CN1)C)C)C